3-amino-N-[4-[(1R,3R,4R,5S)-3-amino-4-hydroxy-5-methylcyclohexyl]pyridin-3-yl]-6-cyclohexylpyridine-2-carboxamide NC=1C(=NC(=CC1)C1CCCCC1)C(=O)NC=1C=NC=CC1[C@H]1C[C@H]([C@@H]([C@H](C1)C)O)N